FC1(C2CN(CC12)C1=CC=C(C(=N1)C)CNNC(C)=O)F N'-[(6-{6,6-difluoro-3-azabicyclo[3.1.0]hex-3-yl}-2-methylpyridin-3-yl)methyl]acethydrazide